CN(C(=O)NC)C N,N,N'-trimethyl-urea